ClC1=C(C=C(C=C1)F)[C@H]1C=2N(CC(N1)=O)C(=NC2NC(=O)C2=NSC1=C2C=C(C=C1)C#N)C(NC)=O (S)-N-(8-(2-chloro-5-fluorophenyl)-3-(methylcarbamoyl)-6-oxo-5,6,7,8-tetrahydroimidazo[1,5-a]pyrazin-1-yl)-5-cyanobenzo[d]isothiazole-3-carboxamide